The molecule is a cyclohexenecarboxylic acid that is cyclohex-1-ene-1-carboxylic acid substituted by hydroxy groups at positions 3, 4 and 5 (the 3R,4S,5R stereoisomer). It is an intermediate metabolite in plants and microorganisms. It has a role as an Escherichia coli metabolite, a Saccharomyces cerevisiae metabolite and a plant metabolite. It is a cyclohexenecarboxylic acid, a hydroxy monocarboxylic acid and an alpha,beta-unsaturated monocarboxylic acid. It is a conjugate acid of a shikimate. C1[C@H]([C@@H]([C@@H](C=C1C(=O)O)O)O)O